(4R)-4-acetamido-5-[(2S,4R)-4-fluoro-2-{[(S)-phenyl[4-(propan-2-yl)phenyl]methyl]carbamoyl}pyrrolidin-1-yl]-5-oxopentanoic acid C(C)(=O)N[C@H](CCC(=O)O)C(=O)N1[C@@H](C[C@H](C1)F)C(N[C@H](C1=CC=C(C=C1)C(C)C)C1=CC=CC=C1)=O